C1(=CC=CC=C1)[C@@H](CN)C (2s)-2-phenylpropan-1-amine